(2,6-Dioxopiperidin-3-yl)-5-((6-(4-(8-(piperazin-1-yl)quinoxalin-2-yl)-1H-pyrazol-1-yl)hexyl)amino)isoindoline-1,3-dione O=C1NC(CCC1N1C(C2=CC=C(C=C2C1=O)NCCCCCCN1N=CC(=C1)C1=NC2=C(C=CC=C2N=C1)N1CCNCC1)=O)=O